OCC1S(CC2OC(OC21)(C)C)=O 4-(hydroxymethyl)-2,2-dimethyltetrahydrothieno[3,4-d][1,3]dioxole 5-oxide